N-[3-fluoro-4-[(6-methoxy-1,5-naphthyridin-4-yl)oxy]phenyl]-3-(4-fluorophenyl)-2,4-dioxo-1H-pyrimidine-5-carboxamide FC=1C=C(C=CC1OC1=CC=NC2=CC=C(N=C12)OC)NC(=O)C=1C(N(C(NC1)=O)C1=CC=C(C=C1)F)=O